C(#N)[C@H](CC1=C(C=C(C=C1)C=1C(=CC2=C(N(C(O2)=O)C)C1)F)F)NC(=O)[C@H]1OCCCN(C1)C(=O)OC(C)(C)C tert-butyl (S)-2-(((S)-1-cyano-2-(2-fluoro-4-(6-fluoro-3-methyl-2-oxo-2,3-dihydrobenzo[d]oxazol-5-yl)phenyl)ethyl)carbamoyl)-1,4-oxazepane-4-carboxylate